(Z)-3-fluoro-2-[(2-methyl-1,2,3,4-tetrahydroquinolin-6-yl)oxymethyl]prop-2-en-1-amine hydrochloride Cl.F\C=C(\CN)/COC=1C=C2CCC(NC2=CC1)C